FC1(CN(C1)S(=O)(=O)C=1C=C(C(=O)N2CC3(C4=CC(=CC=C24)NS(=O)(=O)C)CCC2(CC3)CC2)C=CC1OC)F N-(1''-(3-((3,3-difluoroazetidin-1-yl)sulfonyl)-4-methoxybenzoyl)dispiro[cyclopropane-1,1'-cyclohexane-4',3''-indolin]-5''-yl)methanesulfonamide